C1(=CC=C(C=C1)CS)C1=CC=C(C=C1)CS 1,1-biphenyl-4,4'-dimethanethiol